C(CC)(=O)OC(C(C(C1=CC=CC=C1)OC(CC)=O)C)C1=CC=CC=C1 2-methyl-1,3-diphenyl-1,3-propyleneglycol dipropionate